4-[3-(3,4-diethoxybenzyl)-7-fluoro-6-[2-fluoro-1-(fluoromethyl)ethoxy]-2,4-dioxo-3,4-dihydroquinazolin-1(2H)-yl]piperidine-1-carbaldehyde C(C)OC=1C=C(CN2C(N(C3=CC(=C(C=C3C2=O)OC(CF)CF)F)C2CCN(CC2)C=O)=O)C=CC1OCC